C(C)(C)(C)C=1NC2=CC=CC=C2C1Br tert-butyl-3-bromoindole